CN1C(N(CC1)CCCNC(OC(C)(C)C)=O)=O tert-butyl (3-(3-methyl-2-oxoimidazolidin-1-yl)propyl)carbamate